N1(CCNCC1)C(=O)O[C@H]1CC[C@@]2([C@H]3CC[C@@]4([C@H]([C@H](C[C@@]4([C@@H]3CC[C@@H]2C1)O)OC(C)=O)C=1COC(C1)=O)C)C (3S,5R,8R,9S,10S,13R,14S,16S,17R)-16-acetoxy-14-hydroxy-10,13-dimethyl-17-(5-oxo-2,5-dihydrofuran-3-yl)hexadecahydro-1H-cyclopenta[a]phenanthren-3-yl piperazine-1-carboxylate